ClC=1C(=NC(=NC1)NC=1C=NN(C1)C1CCN(CC1)C1COC1)N1C=C(C2=CC(=CC=C12)[N+](=O)[O-])C 5-Chloro-4-(3-methyl-5-nitro-indol-1-yl)-N-[1-[1-(oxetan-3-yl)-4-piperidyl]pyrazol-4-yl]pyrimidin-2-amine